1-(2-aminoquinolin-5-yl)-N-(5-chloro-6-(2H-1,2,3-triazol-2-yl)pyridin-3-yl)-5-(trifluoromethyl)-1H-pyrazole-4-carboxamide NC1=NC2=CC=CC(=C2C=C1)N1N=CC(=C1C(F)(F)F)C(=O)NC=1C=NC(=C(C1)Cl)N1N=CC=N1